NC1=NC=NN2C1=C(C=C2C=2C=C(C(=NC2)OC)C(=O)N[C@@H]2CN(C[C@@H]2F)C(C(C)C)=O)C(F)(F)F 5-[4-amino-5-(trifluoromethyl)pyrrolo[2,1-f][1,2,4]triazin-7-yl]-N-[(3R,4S)-4-fluoro-1-(2-methylpropanoyl)pyrrolidin-3-yl]-2-methoxypyridine-3-carboxamide